N-(6-(2H-1,2,3-triazol-2-yl)pyridin-3-yl)-1-(isochinolin-4-yl)-5-(trifluoromethyl)-1H-pyrazol-4-carboxamid N=1N(N=CC1)C1=CC=C(C=N1)NC(=O)C=1C=NN(C1C(F)(F)F)C1=CN=CC2=CC=CC=C12